tert-butyl 3-(3-methyl-4-(4,4,5,5-tetramethyl-1,3,2-dioxaborolan-2-yl)-1H-pyrazol-1-yl)azetidine-1-carboxylate CC1=NN(C=C1B1OC(C(O1)(C)C)(C)C)C1CN(C1)C(=O)OC(C)(C)C